OC1=CC=C2N=CC(=NC2=C1)OCC1[C@H]2CN(C[C@@H]12)C(=O)OC(C)(C)C tert-butyl (1R,5S)-6-[(7-hydroxyquinoxalin-2-yl)oxymethyl]-3-azabicyclo[3.1.0]hexane-3-carboxylate